ClC=1C(=C(C(NC1C(C)C)=O)C#N)C(C)C 5-chloro-4,6-diisopropyl-3-cyanopyridone